N-(2-(4-hydroxypiperidin-1-yl)-5-(trifluoromethyl)-phenyl)-5-(tetrahydro-2H-pyran-4-yl)furan-2-carboxamide OC1CCN(CC1)C1=C(C=C(C=C1)C(F)(F)F)NC(=O)C=1OC(=CC1)C1CCOCC1